ClC1=C2CCC=CC2=CC=C1 (Z)-5-chloro-3,4-dihydronaphthalen